4-methyl-6-bromo-8-(4-aminobutoxy)quinazoline CC1=NC=NC2=C(C=C(C=C12)Br)OCCCCN